C1(=CC=CC=C1)C1\C(\C(NC1)=O)=C/C1=CC=C2C(=NNC2=C1)C=CC1=CC=C(C=C1)CN1CCCC1 (E)-4-phenyl-3-((3-(4-(pyrrolidin-1-ylmethyl)styryl)-1H-indazol-6-yl)methylene)pyrrolidin-2-one